Bis(2-hydroxylphenyl)-pyridine OC1=C(C=CC=C1)C=1C(=NC=CC1)C1=C(C=CC=C1)O